4-chlorobenzyl (tert-butoxycarbonyl)-L-valyl-L-valinate C(C)(C)(C)OC(=O)N[C@@H](C(C)C)C(=O)N[C@@H](C(C)C)C(=O)OCC1=CC=C(C=C1)Cl